C(C)C1=CC(=NC=N1)OCC1=C(N=NN1C)C1=CC=C(C(=N1)C)O[C@@H]1C[C@H](CCC1)C(=O)O (1S,3S)-3-((6-(5-(((6-ethylpyrimidin-4-yl)oxy)methyl)-1-methyl-1H-1,2,3-triazol-4-yl)-2-methylpyridin-3-yl)oxy)cyclohexane-1-carboxylic acid